ClC=1C=C(COC=2C=C(C=CC2)C2=CC3=C(NC=N3)C=C2)C=CC1 5-[3-(3-Chloro-benzyloxy)-phenyl]-1H-benzoimidazol